C1(CC1)[N-]C(C(C)(C)C)=O N-(1-cyclopropyl)pivaloyl-amide